ClC=1C=C2C(=C(/C(/C2=CC1)=C/C1=CC=C(C=C1)COC1=CC=C(C=C1)F)C)CC(=O)O (Z)-2-(5-Chloro-1-(4-((4-fluorophenoxy)methyl)benzylidene)-2-methyl-1H-inden-3-yl)acetic acid